C1(=CC=CC=C1)C1(OC(=C(C1=O)O[Si](C)(C)C)N)C 2-(phenyl)-2-methyl-4-trimethylsiloxy-5-amino-3(2H)-furanone